CC1=C(C=C(C=C1)O)OC(F)(F)F 4-methyl-3-(trifluoromethoxy)phenol